FC1(C(C2=C(C(=C=C=C12)OC=1C=CC=NC1)C(F)(F)F)O)F 5-(8,8-difluoro-7-hydroxy-5-trifluoromethylbicyclo[4.2.0]oct-1,3,5-triene-2-enyloxy)pyridine